4-[(E)-[3-(dimethylamino)propyl-(1,1-dioxo-1,2-benzothiazol-3-yl)-hydrazono]methyl]-2-methoxy-phenol hydrochloride Cl.CN(CCCN(\N=C\C1=CC(=C(C=C1)O)OC)C1=NS(C2=C1C=CC=C2)(=O)=O)C